Cl.C(C(C)C)OC([C@H](C)N)=O (S)-2-aminopropionic acid isobutyl ester hydrochloride